2-(4-(5-Amino-4-cyano-1-(tetrahydrofuran-3-yl)-1H-pyrazol-3-yl)phenyl)-N-(3-neopentylisoxazol-5-yl)acetamide NC1=C(C(=NN1C1COCC1)C1=CC=C(C=C1)CC(=O)NC1=CC(=NO1)CC(C)(C)C)C#N